3-(1H-imidazol-1-yl)propyl-3-(triethoxysilyl)-N-(3-(triethoxysilyl)propyl)propan-1-amine N1(C=NC=C1)CCCC(CC[Si](OCC)(OCC)OCC)NCCC[Si](OCC)(OCC)OCC